ClC1=CC=C2C(=CC=NC2=C1)NC(CCCN(CCO)CC1=C(C=C(C#N)C=C1)F)C 4-(((4-((7-Chloroquinolin-4-yl)amino)pentyl)(2-hydroxyethyl)amino)methyl)-3-fluorobenzonitrile